CN1N=CC2=CC=C(C=C12)CN1C(C2=CC=C(C=C2C=N1)S(=O)(=O)C1=CC=CC=C1)=O 2-((1-methyl-1H-indazol-6-yl)methyl)-6-(phenylsulfonyl)phthalazin-1(2H)-one